C(C)(C)(C)OC(=O)N1[C@@H](CN([C@H](C1)C)C=1C2=C(N=CN1)N(C=C2C(F)(F)F)C2=NC=NC(=C2)C#N)C (2r,5s)-4-(7-(6-cyanopyrimidin-4-yl)-5-(trifluoromethyl)-7H-pyrrolo[2,3-d]pyrimidin-4-yl)-2,5-dimethylpiperazine-1-carboxylic acid tert-butyl ester